P(=O)(O)(O)O.CN(CCC(=O)OC)C Methyl 3-dimethylaminopropionate Phosphate